[(5-bromo-6-methylpyridin-3-yl)methyl]({2-[(9R)-9-(pyridin-2-yl)-6-oxaspiro[4.5]decan-9-yl]ethyl})amine BrC=1C=C(C=NC1C)CNCC[C@]1(CCOC2(CCCC2)C1)C1=NC=CC=C1